ClC=1C=C(C=CC1F)C(C=1SC(=CN1)C(F)(F)F)C=1NC(=C(N1)C)S(=O)(=O)C 2-((3-chloro-4-fluorophenyl)(4-methyl-5-(methylsulfonyl)-1H-imidazol-2-yl)methyl)-5-(trifluoromethyl)thiazole